ClC1=C(C=C(C2=CC=CC=C12)[N+](=O)[O-])[N+](=O)[O-] 1-chloro-2,4-dinitronaphthalene